FC1=C(C=C(C=C1)CO)C1=NN2C(N=CC=C2)=C1C(=O)OCC Ethyl 2-[2-fluoro-5-(hydroxymethyl) phenyl]pyrazolo[1,5-a]pyrimidine-3-carboxylate